8-(4-(2-cyclopentyl-2-propoxycarbonyl)phenyl)-tetracyclo[4.4.0.12,5.17,10]-3-dodecene C1(CCCC1)C(C)(C)OC(=O)C1=CC=C(C=C1)C1C2C3C4C=CC(C3C(C1)C2)C4